3-(2-(1-(((nonyloxy)carbonyl)oxy)ethoxy)-2,2-diphenylacetoxy)spiro[bicyclo[3.2.1]octane-8,1'-pyrrolidin]-1'-ium 2,2,2-trifluoroacetate FC(C(=O)[O-])(F)F.C(CCCCCCCC)OC(=O)OC(C)OC(C(=O)OC1CC2CCC(C1)[N+]21CCCC1)(C1=CC=CC=C1)C1=CC=CC=C1